C(C)NC=1N=CC2=C(N1)NC=C2C=2C=C1C=NC=NC1=CC2 N-ethyl-5-(quinazolin-6-yl)-7H-pyrrolo[2,3-d]pyrimidin-2-amine